(3S)-1-(5-((2,6-dichlorobenzyl)oxy)-2,3-dihydro-1H-inden-1-yl)pyrrolidine-3-carboxylic acid ClC1=C(COC=2C=C3CCC(C3=CC2)N2C[C@H](CC2)C(=O)O)C(=CC=C1)Cl